FC1=CC(=CC=2N(C(=NC21)C)C(C)C)C2=CNC1=NC=C(C=C12)NC(C1=CC(=NC=C1)N1CCNCC1)=O N-(3-(4-fluoro-1-isopropyl-2-methyl-1H-benzo[d]imidazol-6-yl)-1H-pyrrolo[2,3-b]pyridin-5-yl)-2-(piperazin-1-yl)isonicotinamide